NC=1C=C(C=CC1)S(=O)(=O)NC1=NC=C(C(=N1)C1=C(C=CC=C1)C(F)(F)F)C1=CC(=CC=C1)[C@H]1C[C@@H](CC1)OC(F)(F)F 3-amino-N-(5-(3-((1R,3R)-3-(trifluoromethoxy)cyclopentyl)phenyl)-4-(2-(trifluoromethyl)phenyl)pyrimidin-2-yl)benzenesulfonamide